ClC=1N=C(SC1C=1C=NNC1)N(C(OC(C)(C)C)=O)CC1=CC=C(C=C1)OC tert-Butyl (4-chloro-5-(1H-pyrazol-4-yl)thiazol-2-yl)(4-methoxybenzyl)carbamate